C(CC)(=O)O.C(CC)(=O)O.CN1C2=CC=C1C=C1C=CC(C=C3C=CC(=CC=4C=CC(=C2)N4)N3)=N1 N-methyl-porphyrin dipropionate